CNC1=NC(=NC=C1)C(=O)[O-] 4-(methylamino)pyrimidine-2-carboxylate